1-Dodecyl-2-ethylpiperidinium fluorid [F-].C(CCCCCCCCCCC)[NH+]1C(CCCC1)CC